rac-(1S*,2S*)-N-(6-chloro-2-methyl-pyrimidin-4-yl)-2-(4-methylpyrimidin-2-yl)cyclopropane-1-carboxamide ClC1=CC(=NC(=N1)C)NC(=O)[C@@H]1[C@H](C1)C1=NC=CC(=N1)C |r|